2-[[4-[6-[(4-cyano-2-fluoro-phenyl)methoxy]-3-fluoro-2-pyridinyl]-3-fluoro-phenyl]methyl]-3-(2-methoxyethyl)benzimidazole-5-carboxylic acid methyl ester COC(=O)C1=CC2=C(N=C(N2CCOC)CC2=CC(=C(C=C2)C2=NC(=CC=C2F)OCC2=C(C=C(C=C2)C#N)F)F)C=C1